didodecyldimethylammonium bromite Br(=O)[O-].C(CCCCCCCCCCC)[N+](C)(C)CCCCCCCCCCCC